CC1=NOC(=C1C=1C=C(C=CC1OCCN1C[C@@H](CC1)O)NC(=O)C1CC1)C (R)-N-(3-(3,5-dimethylisoxazol-4-yl)-4-(2-(3-hydroxypyrrolidin-1-yl)ethoxy)phenyl)cyclopropanecarboxamide